CN1N=C(C=C1)C1=C(C(=NC(=N1)S(=O)(=O)C)NC1=CC=NC=C1)C1=CC=CC=C1 1-methyl-1H-pyrazol-3-ylphenyl-2-(methylsulfonyl)-N-(pyridin-4-yl)pyrimidin-4-amine